FC=1C=C(C=C(C1)S(=O)(=O)C)NC(=O)C=1SC=C(C1)C1=NC=CC=C1 N-(3-fluoro-5-(methylsulfonyl)phenyl)-4-(pyridin-2-yl)thiophene-2-carboxamide